6-(4-Methoxyphenyl)-N-[(2-oxo-1H-pyridin-3-yl)sulfonyl]-2-(2,4,6-trimethylphenoxy)pyridin-3-carboxamid COC1=CC=C(C=C1)C1=CC=C(C(=N1)OC1=C(C=C(C=C1C)C)C)C(=O)NS(=O)(=O)C=1C(NC=CC1)=O